C(C1=CC=CC=C1)N[C@@H](C)CC (2S)-2-(benzylamino)butan